FC=1C=C(CN(C(OC(C)(C)C)=O)C)C=CC1S(N)(=O)=O Tert-butyl (3-fluoro-4-sulfamoylbenzyl)(methyl)carbamate